2-Ethoxy-3-(4-{2-[2-methyl-5-(4-methylthiophenyl)-pyrrol-1-yl]-ethoxy}-phenyl)-propionic acid Sodium salt [Na+].C(C)OC(C(=O)[O-])CC1=CC=C(C=C1)OCCN1C(=CC=C1C1=CC=C(C=C1)SC)C